(1S,4r)-4-((S)-6-(methoxycarbonyl)-7-methyl-2-((S)-1-(1-methyl-1H-pyrazol-4-yl)propan-2-yl)-6,7,8,9-tetrahydro-3H-imidazo[4,5-f]quinolin-3-yl)cyclohexane-1-carboxylic acid COC(=O)N1[C@H](CCC2=C3C(=CC=C12)N(C(=N3)[C@H](CC=3C=NN(C3)C)C)C3CCC(CC3)C(=O)O)C